octadecylbis(triethoxysilylpropyl)ammonium chloride [Cl-].C(CCCCCCCCCCCCCCCCC)[NH+](CCC[Si](OCC)(OCC)OCC)CCC[Si](OCC)(OCC)OCC